C1(=CC=CC=C1)C1=CC=C(N=N1)NC=1C=C(C(=O)N)C=CC1 3-((6-phenylpyridazin-3-yl)amino)benzamide